pinenol CC1=CCC2CC1(C2(C)C)O